FC=1C=C(CNCCCCOCCOC2=NC3=C(C4=CN=CC=C24)C=CC(=C3)C(=O)NCCC(=O)O)C=C(C1OC(F)(F)F)F 3-(5-(2-(4-((3,5-Difluoro-4-(trifluoromethoxy)benzyl)amino)butoxy)ethoxy)benzo[c][2,6]naphthyridine-8-carboxamido)propanoic acid